FC1=C(CN2C(C3=C(C(=C2)C(=O)N[C@H]2[C@@H](CC2)O)OC=C3)=O)C(=CC(=C1)C=1C3=CN(N=C3C=CC1)C)F 5-(2,6-difluoro-4-(2-methyl-2H-indazol-4-yl)benzyl)-N-((1R,2R)-2-hydroxycyclobutyl)-4-oxo-4,5-dihydrofuro[3,2-c]pyridine-7-carboxamide